7-[(3R,4R)-3,4-Dihydroxypyrrolidin-1-yl]-6-fluoro-4-oxo-N-(3,3,4,4,4-pentafluoro-2-methyl-butan-2-yl)-1-(2,4,6-trifluorophenyl)-1,4-dihydro-1,8-naphthyridine-3-carboxamide O[C@@H]1CN(C[C@H]1O)C1=C(C=C2C(C(=CN(C2=N1)C1=C(C=C(C=C1F)F)F)C(=O)NC(C)(C(C(F)(F)F)(F)F)C)=O)F